[W](Cl)(Cl)(Cl)(Cl)Cl tungsten(V) chloride